C(CCCCCCCCC)C1OCCC(O1)CCC(=O)C1=CC=CC=C1 3-(2-decyl-1,3-dioxan-4-yl)-1-phenylpropan-1-one